methyl 2-((cyclobutyl(phenyl)methyl)(methyl)amino)-5-methoxy-1-methyl-6-oxo-1,6-dihydropyrimidine-4-carboxylate C1(CCC1)C(C1=CC=CC=C1)N(C=1N(C(C(=C(N1)C(=O)OC)OC)=O)C)C